C(CCC=C)C1CC=CCC1 4-(4-pentenyl)-1-cyclohexene